2,2-bis-(tertiary butyl-peroxy)butane C(C)(C)(C)OOC(C)(CC)OOC(C)(C)C